(2-chlorophenyl)-2-cyclopropylthiazolo[4,5-d]pyrimidine-5,7(4h,6h)-dione ClC1=C(C=CC=C1)N1C(NC(C2=C1N=C(S2)C2CC2)=O)=O